ClC=1C=2N(N=C3CCCC=4C=CC=CC4C=4C(=CC(=C(NS(C(C1O)=CC23)(=O)=O)C4)F)F)C 22-Chloro-5,7-difluoro-20-methyl-2,2-dioxo-2λ6-thia-3,19,20-triazapentacyclo[16.5.2.14,8.09,14.021,25]hexacosa-1(24),4,6,8(26),9(14),10,12,18,21(25),22-decaen-23-ol